FC1=CC=C(C=C1)N1C(C(=CC=C1C)C(=O)N)=O 1-(4-fluorophenyl)-6-methyl-2-oxo-1,2-dihydropyridine-3-carboxamide